FC=1C=C(C=CC1)C(=O)N1CCC(CC1)CCCCNC(=O)C1=CC=2C=NC=CC2N1 N-(4-{1-[(3-fluorophenyl)carbonyl]piperidin-4-yl}butyl)-1H-pyrrolo[3,2-c]pyridine-2-carboxamide